[Si]([O-])([O-])([O-])O.[Zn+2].[K+] potassium-zinc silicate